1-((1-(2-Chloro-4-(1H-pyrazol-4-yl)phenyl)piperidin-4-yl)methyl)pyrrolidin-2-one ClC1=C(C=CC(=C1)C=1C=NNC1)N1CCC(CC1)CN1C(CCC1)=O